Natrium selenat [Se](=O)(=O)([O-])[O-].[Na+].[Na+]